NC=1C=2N(C=CN1)C(=NC2C2=CC=C(C(=O)NC1=NC=CC(=C1)C(F)(F)F)C=C2)[C@H](C)N(C(C#CC)=O)C (S)-4-(8-amino-3-(1-(N-methylbut-2-ynamido)ethyl)imidazo[1,5-a]pyrazin-1-yl)-N-(4-(trifluoromethyl)pyridin-2-yl)benzamide